4-(5-{5H,6H-imidazo[2,1-b][1,3]thiazol-3-ylmethoxy}-1-benzofuran-2-yl)pyridine-3-carbonitrile hydrochloride Cl.S1C=2N(C(=C1)COC=1C=CC3=C(C=C(O3)C3=C(C=NC=C3)C#N)C1)CCN2